4-(chloromethyl)benzoic acid ClCC1=CC=C(C(=O)O)C=C1